FC1=C(C=C(C=C1)NC(=O)[C@@H]1[C@H]2CCC[C@H]2[C@@H]1NC(C1=C(C=CC(=C1)C#CCO)OC)=O)C(F)(F)F (1R,5S,6R,7S)-N-(4-fluoro-3-(tri-fluoromethyl)-phenyl)-7-(5-(3-hydroxyprop-1-yn-1-yl)-2-meth-oxybenzamido)-bicyclo[3.2.0]heptane-6-carboxamide